2-{2-chloro-4-(methylsulfonyl)-3-[(2,2,2-trifluoroethoxy)methyl]benzoyl}cyclohexane-1,3-dione ClC1=C(C(=O)C2C(CCCC2=O)=O)C=CC(=C1COCC(F)(F)F)S(=O)(=O)C